FC(F)SC1=NC=CC=C1 2-(difluoromethyl-mercapto)pyridine